CC(C(=O)Cl)CC 2-methylbutanoyl chloride